O1C=CSN=CC=C1C(=O)N [1,4,5]oxathiazocine-8-carboxamide